CC(=CCC/C(=C\CC/C(=C\CC/C(=C\CC/C(=C\CC/C(=C\CC/C(=C\CC/C(=C\CC/C(=C\CC/C(=C\COP(=O)(O)O)/C)/C)/C)/C)/C)/C)/C)/C)/C)C decaprenyl phosphate